CC1=C(C(=O)C2=CC=CC=C2)C(=CC(=C1)C)C 2,4,6-Trimethyl-Benzophenon